C(C)[Si](O[C@@H]1C[C@@H](CNC1)NC(OC(C)(C)C)=O)(CC)CC tert-butyl ((cis)-5-((triethylsilyl)oxy)piperidin-3-yl)carbamate